tetraethyl-4,4',4'',4'''-(pyrene-1,3,6,8-tetrayl)tetrabenzoic acid C(C)C1=C(C(=C(C(=C1C(=O)O)CC)CC)C1=CC(=C2C=CC3=C(C=C(C4=CC=C1C2=C43)C4=CC=C(C(=O)O)C=C4)C4=CC=C(C(=O)O)C=C4)C4=CC=C(C(=O)O)C=C4)CC